(E)-1-((3R)-13-((4-([1,2,4]triazolo[1,5-a]pyridin-7-yloxy)phenyl)amino)-2,3,5,6-tetrahydro-4H-3,7-methano[1,4,7]oxadiazonino[2,3-f]quinazolin-4-yl)-4-(dimethylamino)but-2-en-1-one N=1C=NN2C1C=C(C=C2)OC2=CC=C(C=C2)NC2=NC=NC1=CC=C3C(=C21)OC[C@@H]2N(CCN3C2)C(\C=C\CN(C)C)=O